OC1CCC(CC1)[C@@H]1N(C[C@H](CC1)C)C(C(=O)NC=1C=C(C(=NC1)NC(OC(C)(C)C)=O)C)=O tert-butyl N-[5-[[2-[(2R,5S)-2-(4-hydroxycyclohexyl)-5-methyl-1-piperidyl]-2-oxo-acetyl]amino]-3-methyl-2-pyridyl]carbamate